(3S,4S)-4-(3-bromo-5-chloro-1-methyl-pyrazol-4-yl)-N-(2-ethylphenyl)-1-methyl-2-oxo-pyrrolidine-3-carboxamide BrC1=NN(C(=C1[C@@H]1[C@H](C(N(C1)C)=O)C(=O)NC1=C(C=CC=C1)CC)Cl)C